(2S,3R,4R,5S)-1-(4-(3,5-dimethyl-1H-pyrazol-4-yl)-2,6-difluorophenethyl)-2-(hydroxymethyl)piperidine-3,4,5-triol CC1=NNC(=C1C1=CC(=C(CCN2[C@H]([C@H]([C@@H]([C@H](C2)O)O)O)CO)C(=C1)F)F)C